Cl.CN1N=CC(=C1)N(S(=O)=O)N[C@@H]1CN(CC1)C N-(1-methyl-1H-pyrazol-4-yl)-N-[(3S)-1-methylpyrrolidin-3-yl]amino-sulfonamide hydrochloride